3-fluoro-2,2-dimethyl-but-3-enoic acid FC(C(C(=O)O)(C)C)=C